3-(tert-butoxycarbonyl)-1-((2R,3R,4R,5R)-3,4-diacetoxy-5-(acetoxymethyl)tetrahydrofuran-2-yl)pyridin-1-ium C(C)(C)(C)OC(=O)C=1C=[N+](C=CC1)[C@@H]1O[C@@H]([C@H]([C@H]1OC(C)=O)OC(C)=O)COC(C)=O